[I-].C(C)(C)(C)OC(=O)N[C@H](C(=O)[O-])CCCC[N+](C)(C)C.[K+] potassium (2S)-2-{[(tert-butoxy)carbonyl]amino}-6-(trimethylazaniumyl)hexanoate iodide